6-chloro-2-(4-methyl-1H-pyrazol-3-yl)-3-(methylsulfonyl)pyridine Methyl-5-fluorobenzofuran-6-carboxylate COC(=O)C1=CC2=C(C=CO2)C=C1F.ClC1=CC=C(C(=N1)C1=NNC=C1C)S(=O)(=O)C